C(C=C)C1=C(SC2=CC=CC=C2C1=O)C1=CC=CC=C1 3-allyl-2-phenyl-4H-thiochromen-4-one